CN1C=CC2=CC(=CC=C12)N1C(N=NC1)=O 4-(1-methylindol-5-yl)-1,2,4-triazolin-3-one